FC=1C=C(C=C(C1F)C(=O)C=1C=C2N=C(C=NC2=CC1)N1CCOCC1)NC(=O)NC1=CC(=CC=C1)C(F)(F)F 1-(3,4-difluoro-5-(3-morpholinoquinoxaline-6-carbonyl)phenyl)-3-(3-(trifluoromethyl)phenyl)urea